C1(=CC=CC=C1)NC1=C2C=CN(C2=C(C=C1)C(=O)N[C@H](C)C1=CC=C(C(=O)O)C=C1)CC1=CC=C(C=C1)C(F)(F)F (R)-4-(1-(4-(phenylamino)-1-(4-(trifluoromethyl)benzyl)-1H-indole-7-carboxamido)ethyl)benzoic acid